C[C@@H]1N(C[C@@H](C1)OC1=NC=CC2=C1C=C(O2)C)CC2=CN=C(S2)NC(C)=O N-(5-(((2S,4R)-2-methyl-4-((2-methylfuro[3,2-c]pyridin-4-yl)oxy)pyrrolidin-1-yl)methyl)thiazol-2-yl)acetamide